FC1=CC=C(C=C1)CC(=O)OCC ethyl 2-(4-fluorophenyl)acetate